6-bromo-2-(4-((2-methoxyethoxy)methoxy)-3-nitrophenyl)-5-methyl-3,4-dihydroisoquinolin-1(2H)-one BrC=1C(=C2CCN(C(C2=CC1)=O)C1=CC(=C(C=C1)OCOCCOC)[N+](=O)[O-])C